IC1=CC(=NC(=C1)N1CCOCC1)N1CC2(CC2C1)NC(OC(C)(C)C)=O tert-butyl N-[3-[4-iodo-6-(morpholin-4-yl)pyridin-2-yl]-3-azabicyclo[3.1.0]hexan-1-yl]carbamate